COC(C1=CC(C(=O)OC)=CC(=C1)N1CCN(CC1)C(=O)OC(C)(C)C)=O 5-(4-(tert-butoxycarbonyl)piperazine-1-yl)isophthalic acid dimethyl ester